tritylserine methyl ester COC([C@@H](NC(C1=CC=CC=C1)(C1=CC=CC=C1)C1=CC=CC=C1)CO)=O